tert-butyl 6-(4-hydroxy-4-isopropylpiperidin-1-yl)quinoline-4-carboxylate OC1(CCN(CC1)C=1C=C2C(=CC=NC2=CC1)C(=O)OC(C)(C)C)C(C)C